ClC1=CC(=C(S1)C1=CC=C(C(=N1)C)O[C@@H]1C[C@H](CCC1)C(=O)O)COC(NCCC)=O (1S,3S)-3-((6-(5-Chloro-3-(((propylcarbamoyl)oxy)methyl)thiophen-2-yl)-2-methylpyridin-3-yl)oxy)cyclohexane-1-carboxylic acid